C(=O)C1=C(C=C(OC=2C=CC(=NC2)C=O)C=C1)C(F)(F)F 5-(4-formyl-3-(trifluoromethyl)phenoxy)pyridine-carbaldehyde